5-(2-methoxyphenyl)thio-3-(1-butylpiperidin-4-yl)-1H-indole isobutyrate C(C(C)C)(=O)O.COC1=C(C=CC=C1)SC=1C=C2C(=CNC2=CC1)C1CCN(CC1)CCCC